pentadecanoyl-2-hydroxysn-glycero-3-phosphocholine C(CCCCCCCCCCCCCC)(=O)C(OP(OC[C@@H](CO)OO)(=O)[O-])C[N+](C)(C)C